Cl.CC1=NC=CC=C1C=1OC=C(N1)C(=O)N 2-(2-methylpyridin-3-yl)oxazole-4-carboxamide hydrochloride